C(C)(C)(C)OC(=O)N1C[C@@H](N(CC1)C1=NC(=NC2=C(C(=C(C=C12)OC)C1=C2C=NNC2=CC=C1C)OC1CC1)OC[C@H]1N(CCC1)C)C (3S)-4-(8-cyclopropoxy-6-methoxy-7-(5-methyl-1H-indazol-4-yl)-2-((((S)-1-methylpyrrolidin-2-yl))methoxy)quinazolin-4-yl)-3-methylpiperazine-1-carboxylic acid tert-butyl ester